ClC=1C(=NC(=NC1)NC1=C(C=C2CCN(CC2=C1)C)OC)N1CCN2C1=CC=CC2=O 1-(5-chloro-2-((6-methoxy-2-methyl-1,2,3,4-tetrahydroisoquinolin-7-yl)amino)pyrimidin-4-yl)-2,3-dihydroimidazo[1,2-a]pyridin-5(1H)-one